1-(3-methoxybenzyl)-5-(methylcarbamoyl)-6-oxo-1,6-dihydropyridine-3-carboxylic acid butyl ester C(CCC)OC(=O)C1=CN(C(C(=C1)C(NC)=O)=O)CC1=CC(=CC=C1)OC